FC1=CC=C(C=C1)CCCNC1CCN(CC1)C=1C2=C(N=CN1)C(=CS2)C=C N-[3-(4-fluorophenyl)propyl]-1-(7-vinylthieno[3,2-d]pyrimidin-4-yl)-4-piperidylamine